(S)-2-((4-((6-((4-cyano-2-fluorophenoxy)methyl)pyridin-2-yl)thio)piperidin-1-yl)methyl)-1-(oxetan-2-ylmethyl)-1H-benzo[d]imidazole C(#N)C1=CC(=C(OCC2=CC=CC(=N2)SC2CCN(CC2)CC2=NC3=C(N2C[C@H]2OCC2)C=CC=C3)C=C1)F